N-(4-methoxy-5-((4-(3-methyl-1H-indol-1-yl)pyrimidin-2-yl)amino)-2-(4-methylpiperazin-1-yl)phenyl)acrylamide COC1=CC(=C(C=C1NC1=NC=CC(=N1)N1C=C(C2=CC=CC=C12)C)NC(C=C)=O)N1CCN(CC1)C